N-[7-methoxy-4-(oxan-4-yl)-1H-1,3-benzodiazol-2-yl]-2-methyl-1,3-oxazole-5-carboxamide COC1=CC=C(C2=C1NC(=N2)NC(=O)C2=CN=C(O2)C)C2CCOCC2